O=C1N(C[C@@H](C1)CCC)[C@H](C(=O)N)CC (2S)-2-[(4R)-2-oxo-4-propyltetrahydro-1H-pyrrol-1-yl]butanamide